BrC1=C2C(=NNC2=CC=C1)F 4-bromo-3-fluoro-1H-indazole